tert-Butyl 4-(((4-bromophenyl)thio)methyl)piperidine-1-carboxylate BrC1=CC=C(C=C1)SCC1CCN(CC1)C(=O)OC(C)(C)C